CC1CC2NC=3C=C4C(=CC3C(C2CC1)(C)C)NC1CC(CCC1C4(C)C)C 3,7,7,10,14,14-hexamethyl-1,2,3,4,4a,5,7,7a,8,9,10,11,11a,12,14,14a-hexadecahydroquinolino[2,3-b]acridine